C1(=CC=CC2=CC=CC=C12)C1=C(C2=CC3=CC=CC=C3C=C2C=C1)C1=C(C=CC=C1)C1=COC=2C1=CC=C1C2C=CC2=CC=CC=C21 naphthyl-[(naphthobenzofuranyl)phenyl]anthracene